[C@@H]12N(CCCC[C@H]2C1)C=1C2=C(N=C(N1)OC[C@]13CCCN3C[C@@H](C1)F)C(=C(N=C2)C2=CC(=CC1=CC=C(C(=C21)C#C)F)N)F 4-(4-((1R,7S)-2-azabicyclo[5.1.0]octan-2-yl)-8-fluoro-2-(((2R,7aS)-2-fluorotetrahydro-1H-pyrrolizin-7a(5H)-yl)methoxy)pyrido[4,3-d]pyrimidin-7-yl)-5-ethynyl-6-fluoronaphthalen-2-amine